BrCC1=CN=C(N=N1)C1=CC=CC=C1 6-(bromomethyl)-3-phenyl-1,2,4-triazine